(S)-6-((2-oxa-6-azaspiro[3.3]heptan-6-yl)methyl)-5-chloro-N-(3-(1-((2-ethyl-2H-pyrazolo[3,4-b]pyrazin-6-yl)amino)ethyl)phenyl)nicotinamide C1OCC12CN(C2)CC2=NC=C(C(=O)NC1=CC(=CC=C1)[C@H](C)NC=1C=NC=3C(N1)=NN(C3)CC)C=C2Cl